O1C(CCC1)=O Dihydrofuran-2-one